CC1=C(C=C(C(=C1)OC1=CC(=CC=C1)SC(C(F)F)(F)F)C)N=CN(C)CC N'-(2,5-dimethyl-4-{3-[(1,1,2,2-tetrafluoroethyl)sulfanyl]-phenoxy}phenyl)-N-ethyl-N-methylimidoformamide